ClC=1C(N(N=CC1NC[C@@H]1COCCC1)C1=CC=C(C=C1)N(C)C1=CC2=C(OC(O2)([2H])[2H])C=C1)=O 4-chloro-2-[4-[(2,2-dideuterio-1,3-benzodioxol-5-yl)-methyl-amino]phenyl]-5-[[(3R)-tetrahydropyran-3-yl]methylamino]pyridazin-3-one